carbazole boron [B].C1=CC=CC=2C3=CC=CC=C3NC12